[Cu].FC(F)F trifluoromethane copper